CC1=NC(=C(C(=O)NC2=CC(=CC=C2)S(=O)(=N)C)C=C1C(F)(F)F)N1CCC2(CC2)CC1 6-methyl-N-(3-(S-methylsulfonimidoyl)phenyl)-2-(6-azaspiro[2.5]octan-6-yl)-5-(trifluoromethyl)nicotinamide